C(CSSCC[NH3+])[NH3+] 2,2'-Dithiodi(ethylammonium)